CN.[Pb].[Sn] tin-lead methylamine